ClC=1C=C(C(=O)N2CC=3C(C[C@H]2C)=NN(C3C(=O)OCC)CCN[C@@H](C)C3=NN(C=N3)S(N(C)C)(=O)=O)C=CC1Cl Ethyl (6R)-5-(3,4-dichlorobenzoyl)-2-[2-({(1S)-1-[1-(dimethylsulfamoyl)-1H-1,2,4-triazol-3-yl]ethyl}amino)ethyl]-6-methyl-4,5,6,7-tetrahydro-2H-pyrazolo[4,3-c]pyridine-3-carboxylate